N1C=NC(C2=CC=CC=C12)=O Quinazolin-4(1H)-one